2-(3-fluoro-5-isopropyl-2-methoxyphenyl)-2-((R)-3-(isopropyl(5-(5,6,7,8-tetrahydro-1,8-naphthyridin-2-yl)pentyl)amino)pyrrolidin-1-yl)acetic acid FC=1C(=C(C=C(C1)C(C)C)C(C(=O)O)N1C[C@@H](CC1)N(CCCCCC1=NC=2NCCCC2C=C1)C(C)C)OC